N-[4-(3,4-dichlorophenyl)-4-piperidyl]-4-(trifluoromethoxy)benzenesulfonamide ClC=1C=C(C=CC1Cl)C1(CCNCC1)NS(=O)(=O)C1=CC=C(C=C1)OC(F)(F)F